N[14C@@H](CO)C(=O)O [14C]serine